(2E)-3-(dimethylamino)-1-(2-hydroxy-6-methoxyphenyl)-2-propen-1-one CN(/C=C/C(=O)C1=C(C=CC=C1OC)O)C